O1C(CCCC1)N1N=CC(=C1)B1OC(C(O1)(CC)CC)(CC)CC 1-(tetrahydropyran-2-yl)-4-(4,4,5,5-tetraethyl-1,3,2-dioxaborolan-2-yl)pyrazole